OC1CCOCC1 4-Hydroxy-tetrahydropyran